C(C)(C)(C)OC(=O)[C@@H]1[C@@](C1)(C)CCCCCO |r| Racemic-(1S,2S)-2-(5-hydroxypentyl)-2-methylcyclopropane-1-carboxylic acid tert-butyl ester